C(C)OC(C([C@@H](CC)C)=O)=O.FC(C)(F)C1=NC(=CC(=N1)NC1=CC(=NC=C1OC[C@H]1OCCC1)NC(C)=O)C |&1:5| (S)-N-(4-((2-(1,1-difluoroethyl)-6-methylpyrimidin-4-yl)amino)-5-((tetrahydrofuran-2-yl)methoxy)pyridin-2-yl)acetamide (+-)-ETHYL-3-METHYL-2-OXOPENTANOATE